CC=1N(C(=CN1)[N+](=O)[O-])N=O 2-methyl-5-nitro-1-nitrosoimidazole